C(CC)SCC1CN(C1)C(=O)C=1C(=CC(=C(C#N)C1)C1=CC=C(C=C1)C(F)(F)F)C(F)(F)F 5-[3-(propylsulfanylmethyl)azetidine-1-carbonyl]-4-(trifluoromethyl)-2-[4-(trifluoromethyl)-phenyl]benzonitrile